3-isopropylperoxy-1,3-dimethylbutyl methacrylate C(C(=C)C)(=O)OC(CC(C)(C)OOC(C)C)C